(4R)-4-fluoro-2-(3-hydroxypropyl)pyrrolidine-1-carboxylic acid tert-butyl ester C(C)(C)(C)OC(=O)N1C(C[C@H](C1)F)CCCO